10-fluoro-18-methyl-3,4,18,21,30-pentaazahexacyclo[19.5.3.25,8.02,6.09,14.024,28]hentriaconta-1(26),2,5(31),6,8(30),9(14),10,12,24,27-decaen-20-one FC=1C=2C=3C=C4C(NN=C4C4=CC=C5CCN(C(CN(CCCC2C=CC1)C)=O)CC5=C4)=CN3